BrC1=NC(=C(C(=C1C)C)OCOC)C 2-bromo-5-(methoxymethoxy)-3,4,6-trimethylpyridine